[N+](=O)([O-])C1=C(COC(=O)C(CCCCCN)(N)C(=O)OCC2=C(C=CC=C2)[N+](=O)[O-])C=CC=C1 bis[[(2-Nitrobenzyl)Oxy]carbonyl]Hexane-1,6-diamine